methyl 5-(4-(2-(1-((tert-butoxycarbonyl)amino)piperidin-4-yl)ethyl)piperazin-1-yl)picolinate C(C)(C)(C)OC(=O)NN1CCC(CC1)CCN1CCN(CC1)C=1C=CC(=NC1)C(=O)OC